((6-(isopropyl(methyl)amino)-2-(6-(5-methyl-5,6-dihydro-8H-[1,2,4]triazolo[3,4-c][1,4]oxazin-3-yl)pyridin-2-yl)-1-oxo-2,3-dihydro-1H-pyrrolo[3,4-c]pyridin-4-yl)methyl)(methyl)carbamate C(C)(C)N(C1=CC2=C(C(=N1)COC(NC)=O)CN(C2=O)C2=NC(=CC=C2)C2=NN=C1COCC(N12)C)C